2-[(2R)-1-methylpiperidin-2-yl]-1-{[2-(trimethylsilyl)ethoxy]Methyl}pyrrolo[3,2-c]Pyridin-6-amine CN1[C@H](CCCC1)C1=CC=2C=NC(=CC2N1COCC[Si](C)(C)C)N